COC1=C(C(=CC=C1)OC)N1C(=NC=2C1=NC(=CN2)C2N(CCOC2)S(=O)(=O)N)C2=NC(=CC=C2)OCC (1-(2,6-Dimethoxyphenyl)-2-(6-ethoxypyridin-2-yl)-1H-imidazo[4,5-b]pyrazin-6-yl)morpholine-4-sulfonamide